N-(amino(2-(2-hydroxypropan-2-yl)thiazol-5-yl)(oxo)-λ6-sulfaneylidene)-2-(4,6-diisopropyl-2,3-dihydro-1H-inden-5-yl)acetamide NS(=NC(CC=1C(=C2CCCC2=CC1C(C)C)C(C)C)=O)(=O)C1=CN=C(S1)C(C)(C)O